C(C=C)(=O)N1CC(CCC1)C=1C=C(C=CC1)NCC1=CC(=C(C=C1)NC1=NC=C(C(=N1)NC1=C(C(=O)NC)C=CC=C1)C(F)(F)F)OC ((2-((4-(((3-(1-acryloylpiperidin-3-yl)phenyl)amino)methyl)-2-methoxyphenyl)amino)-5-(trifluoromethyl)pyrimidin-4-yl)amino)-N-methylbenzamide